methanesulfonic acid, palladium salt [Pd+2].CS(=O)(=O)[O-].CS(=O)(=O)[O-]